(E)-1H-pyrazole-4-carbaldehyde N1N=CC(=C1)C=O